(R)-4-(3-fluorophenyl)-oxazolidine-2-one FC=1C=C(C=CC1)[C@H]1NC(OC1)=O